4-(4-(2-(6-(Bis(4-methoxybenzyl)amino)-2-butoxy-5-nitropyrimidin-4-yl)-3-methoxy-3-oxopropyl)-3-methoxybenzyl)piperazine-1-carboxylic acid tert-butyl ester C(C)(C)(C)OC(=O)N1CCN(CC1)CC1=CC(=C(C=C1)CC(C(=O)OC)C1=NC(=NC(=C1[N+](=O)[O-])N(CC1=CC=C(C=C1)OC)CC1=CC=C(C=C1)OC)OCCCC)OC